C(#N)C1=CC(=C(COC2=C(C=CC(=N2)C2=CC(=C(CC=3N(C4=C(N3)SC(=C4)C(=O)OC)C[C@H]4OCC4)C=C2F)F)F)C=C1)F (S)-methyl 2-(4-(6-((4-cyano-2-fluorobenzyl) oxy)-5-fluoropyridin-2-yl)-2,5-difluorobenzyl)-1-(oxetan-2-ylmethyl)-1H-thieno[2,3-d]imidazole-5-carboxylate